BrC1=CC=C(C=C1)N1[C@H]2CC(C[C@@H]1CC2)OCC=2C(=NOC2C2CC2)C2=C(C=CC=C2)OC(F)(F)F 4-((((1R,3R,5S)-8-(4-bromophenyl)-8-azabicyclo[3.2.1]octan-3-yl)oxy)methyl)-5-cyclopropyl-3-(2-(trifluoromethoxy)phenyl)isoxazole